3,3-dichloromethyl-1,5-dioxa-spiro[5.11]heptadecane ClCC1(COC2(OC1)CCCCCCCCCCC2)CCl